CS(=O)(=O)N1CCCC2=CC=CC(=C12)[N+](=O)[O-] (methylsulfonyl)-8-nitro-1,2,3,4-tetrahydroquinoline